N-(6-bromo-5-methoxy-2-pyridyl)-2,2-dimethyl-propanamide BrC1=C(C=CC(=N1)NC(C(C)(C)C)=O)OC